FC(CN1C(=NC2=C1C=CC=C2)C=2C(=NON2)NCCC#N)(C2=CC=C(C=C2)[N+](=O)[O-])F 3-[(4-{1-[2,2-difluoro-2-(4-nitrophenyl)ethyl]-1H-benzimidazol-2-yl}-1,2,5-oxadiazol-3-yl)amino]propionitrile